FC1([C@@H]2CN(C[C@H]12)C(=O)[C@H]1CCCC=2N1C(N(N2)CC2=CC=C(C=C2)C)=O)F |&1:9| (5RS)-5-{[(cis)-6,6-Difluoro-3-azabicyclo[3.1.0]hex-3-yl]carbonyl}-2-(4-methylbenzyl)-5,6,7,8-tetrahydro[1,2,4]triazolo[4,3-a]pyridin-3(2H)-one